C(C)(C)(C)OC(=O)N1CC(C=2C3=C(C=CC12)C(=CC=C3)I)C 6-iodo-1-methyl-1,2-dihydro-3H-benzo[e]Indole-3-carboxylic acid tert-butyl ester